CC1(CC2C(CC1C)O2)C(=O)OC2CC1C(CC2C)O1 (3,4-epoxy-6-methylcyclohexyl) methyl-3,4-epoxy-6-methylcyclohexanecarboxylate